C(C(C)C)OC(C)OCC(C)C Acetaldehyde Di-Isobutylacetal